[Sn].[Sn].S1SCC=C1 dithiol di-tin